(4-fluoropiperidin-1-yl)(1-(4-methoxyphenyl)-3-methyl-1H-indol-5-yl)methanone FC1CCN(CC1)C(=O)C=1C=C2C(=CN(C2=CC1)C1=CC=C(C=C1)OC)C